BrC=1C=CC(=NC1)O[C@@H]1C[C@@H]2CN([C@H]1C2)C(=O)C2=C(C=CC(=C2)F)C2=NC=CC=N2 ((1S,4R,6R)-6-((5-bromopyridin-2-yl)oxy)-2-azabicyclo[2.2.1]heptan-2-yl)(5-fluoro-2-(pyrimidin-2-yl)phenyl)methanone